BrCC=1C=C(C=CC1)C=1SC=CC1 2-[3-(bromomethyl)phenyl]thiophene